7-bromo-1-chloro-6-((trifluoromethyl)thio)pyrrolo[1,2-a]pyrazine BrC=1C=C2N(C=CN=C2Cl)C1SC(F)(F)F